2,4,6-trimethylbenzene magnesium bromide [Br-].[Mg+2].CC1=CC(=CC(=C1)C)C.[Br-]